BrC=1C(=NNC1)C(F)F 4-bromo-3-(difluoromethyl)-1H-pyrazole